FC=1C=C(C=C2C=3C(C4=C(C(C3NC12)=O)C=CC=C4)=O)C(=O)O 4-fluoro-6,11-dioxo-6,11-dihydro-5H-benzo[b]carbazole-2-carboxylic acid